C12CN(CC2C1)C1=NC(=CC(=N1)C(=O)OC)C Methyl 2-(3-azabicyclo[3.1.0]hexane-3-yl)-6-methylpyrimidine-4-carboxylate